7-(3-Benzyloxy-2,6-dimethyl-phenyl)-3-[bromo(difluoro)methyl]-6-[(4-methoxyphenyl)methylamino]benzimidazole-5-carbonitrile C(C1=CC=CC=C1)OC=1C(=C(C(=CC1)C)C1=C(C(=CC2=C1N=CN2C(F)(F)Br)C#N)NCC2=CC=C(C=C2)OC)C